NC1=NC2=NC=C(N=C2C(=N1)O)CNC1=CC=C(C(=O)N[C@@H](CCC(N[C@@H](CS)C(=O)O)=O)C(=O)O)C=C1 N2-(4-(((2-amino-4-hydroxypteridin-6-yl)methyl)amino)benzoyl)-N5-((R)-1-carboxy-2-mercaptoethyl)-L-glutamine